methyl 3-amino-4-chlorothiophene-2-carboxylate NC1=C(SC=C1Cl)C(=O)OC